N1=CC(=CC=C1)C=1C=NC=C(C1)C=1C=NC=CC1 3,3':5',3''-terpyridine